CO[C@H]1CN(CC2N1CC1=C(C=C3C=C(C=NC3=C1)C)OCC2)C=2C=CC(=NC2)C(=O)NC (S)-5-(l-1-methoxy-10-methyl-1,2,4,4a,5,6-hexahydro-3H,14H-pyrazino[1',2':5,6][1,5]oxazocino[2,3-g]quinolin-3-yl)-N-methylpicolinamide